3-(aminomethyl)-2-fluorobenzonitrile hydrochloride Cl.NCC=1C(=C(C#N)C=CC1)F